C(C)(C)(C)OC(NC1CN(CC1)C1=NC=C(C=C1)CN1C2=NC(=NC(=C2NC1=O)N)P(=O)(C)C)=O.[F-].C(CCCCCCCCC)[NH+]1CC(CC1)CCC 1-Decyl-3-propylpyrrolidinium fluorid tert-butyl-N-[1-[5-[(6-amino-2-dimethylphosphoryl-8-oxo-7H-purin-9-yl)methyl]-2-pyridyl]pyrrolidin-3-yl]carbamate